N1N=NC2=NC(=CC=C21)C=2C=C(C(=O)[O-])C=C(C2)N 3-(1H-[1,2,3]triazolo[4,5-b]pyridin-5-yl)-5-aminobenzoate